Cl.CO[C@H]1CNCCC1 3-(R)-methoxypiperidine HCl